gallium-nickel [Ni].[Ga]